CC1=NC(=CC=C1N1N=C2C(=C1)CN(C2)CC=2C(=C1NC(C=3N(C1=CC2)N=CC3C)=O)F)C(NC)=O 7-((2-(2-methyl-6-(methylcarbamoyl)pyridin-3-yl)-2,6-dihydropyrrolo[3,4-c]pyrazol-5(4H)-yl)methyl)-6-fluoro-3-methylpyrazolo[1,5-a]quinoxalin-4(5H)-one